4-(1-((7-Ethyl-6-oxo-5,6-dihydro-1,5-naphthyridin-3-yl)methyl)-1,2,3,6-tetrahydropyridine-4-yl)-3-fluoro-N-methylbenzamide C(C)C=1C(NC=2C=C(C=NC2C1)CN1CCC(=CC1)C1=C(C=C(C(=O)NC)C=C1)F)=O